C(#N)CN(CCN1C(N(CC1)CCN(CCN(CC#N)CC#N)CCN(CC#N)CC#N)=O)CC#N 2,2',2'',2'''-((((2-(3-(2-(bis(cyanomethyl)amino)ethyl)-2-oxoimidazolidin-1-yl)ethyl)azanediyl)bis(ethane-2,1-diyl))bis(azanetriyl))tetraacetonitrile